5-[bis(4-methoxybenzyl)aminocarbonyloxymethoxy]dimethylaminobenzene COC1=CC=C(CN(C(=O)OCOC=2C=CC=C(C2)N(C)C)CC2=CC=C(C=C2)OC)C=C1